OC(C(=O)NCC1=CC(=CC=C1)C=1C2=C(N=C(N1)N1[C@H](CC1)C)CCC2)(C)C 2-hydroxy-2-methyl-N-[[3-[2-[(2S)-2-methylazetidin-1-yl]-6,7-dihydro-5H-cyclopenta[d]pyrimidin-4-yl]phenyl]methyl]propanamide